4-(3-(4-(4-((5-chloro-4-((2-(dimethylphosphoryl)phenyl)amino)pyrimidin-2-yl)amino)-3-methoxyphenyl)piperazin-1-yl)-3-oxopropyl)-2-(2,6-dioxopiperidin-3-yl)isoindoline-1,3-dione ClC=1C(=NC(=NC1)NC1=C(C=C(C=C1)N1CCN(CC1)C(CCC1=C2C(N(C(C2=CC=C1)=O)C1C(NC(CC1)=O)=O)=O)=O)OC)NC1=C(C=CC=C1)P(=O)(C)C